N-(2-IODO-4-(TRIFLUOROMETHOXY)PHENYL)-6-METHOXY-[1,2,5]OXADIAZOLO[3,4-B]PYRAZIN-5-AMINE IC1=C(C=CC(=C1)OC(F)(F)F)NC1=NC=2C(N=C1OC)=NON2